4-(N-((1S,2R)-8'-(azetidin-1-yl)-2-methyl-4'H-spiro[cyclopropane-1,5'-naphtho[2,1-d]isoxazol]-3'-yl)sulfamoyl)-3,5-dimethoxy-N-methylbenzamide N1(CCC1)C1=CC=C2[C@@]3(CC=4C(=NOC4C2=C1)NS(=O)(=O)C1=C(C=C(C(=O)NC)C=C1OC)OC)[C@@H](C3)C